2-Chloro-2-(4-(1-(4-(trifluoromethoxy)phenyl)-1H-1,2,4-triazol-3-yl)phenyl)ethyl (Z)-(3-(5-chloro-2-isopropylphenyl)-4-oxothiazolidin-2-ylidene)carbamate ClC=1C=CC(=C(C1)N1/C(/SCC1=O)=N/C(OCC(C1=CC=C(C=C1)C1=NN(C=N1)C1=CC=C(C=C1)OC(F)(F)F)Cl)=O)C(C)C